2-(4-(aminomethyl)-4-methylpiperidin-1-yl)-5-((4-chloro-2-methyl-2H-indazole-5-yl)thio)-3-methylpyrimidin-4(3H)-one NCC1(CCN(CC1)C1=NC=C(C(N1C)=O)SC1=C(C2=CN(N=C2C=C1)C)Cl)C